C(C1=CC=CC=C1)OC(=O)NC(C(=O)O)CCO 2-(benzyloxycarbonylamino)-4-hydroxy-butyric acid